COC=1C=C(C=CC1OC)NC(=O)C=1OC2=CC=CC(=C2C(C1)=O)OC N-(3,4-dimethoxyphenyl)-5-methoxy-4-oxo-4H-chromen-2-carboxamide